OC[C@H]1N(CCOC1)C(=O)C=1C(=NC=CC1)CCC#N (R)-3-(3-(3-(hydroxymethyl)morpholine-4-carbonyl)pyridin-2-yl)propionitrile